C(C)(C)OC(CC)=O (2S)-propionic acid isopropyl ester